ClC=1C=C(C=CC1F)NC(=O)C1N(C2CCC1C2)C2=NC(=CC(=C2)C(F)(F)F)C N-(3-chloro-4-fluorophenyl)-2-(6-methyl-4-(trifluoromethyl)pyridin-2-yl)-2-azabicyclo[2.2.1]heptane-3-carboxamide